ClC1=C(C=CC2=C1C(OC1=NC3=C(C(N(CCO2)CC(=O)N)=O)C=NN3C=C1)C)F 2-[12-chloro-11-fluoro-13-methyl-4-oxo-6,7-dihydro-13H-1,15-ethenopyrazolo[4,3-f][1,10,4,8]benzodioxadiazacyclotridecin-5(4H)-yl]acetamide